2-(4-chlorophenoxy)-N-[3-(5-tetrahydrofuran-3-yl-1,3,4-oxadiazol-2-yl)-1-bicyclo[1.1.1]pentanyl]acetamide Tritetradecyl-borate C(CCCCCCCCCCCCC)OB(OCCCCCCCCCCCCCC)OCCCCCCCCCCCCCC.ClC1=CC=C(OCC(=O)NC23CC(C2)(C3)C=3OC(=NN3)C3COCC3)C=C1